C(=O)O.C(=O)O.CN(C1=CC=NC2=CC(=C(C=C12)C=1N=NC(=CC1)N(C1CC(NC(C1)(C)C)(C)C)C)O)C 4-(dimethylamino)-6-(6-(methyl(2,2,6,6-tetramethylpiperidin-4-yl)amino)pyridazin-3-yl)quinolin-7-ol di-formate salt